NC1=C2C(=NC=N1)N(N=C2C2=CC(=C(C=C2)OC)F)[C@@H](CC)C2=NC1=CC=CC(=C1C(N2C2CC2)=O)F 2-((S)-1-(4-amino-3-(3-fluoro-4-methoxyphenyl)-1H-pyrazolo[3,4-d]pyrimidin-1-yl)propyl)-3-cyclopropyl-5-fluoroquinazolin-4(3H)-one